(5'S,7a'R)-1-(5-cyclopropyl-1,2-oxazole-3-carbonyl)-5'-(3,5-difluorophenyl)tetra-hydro-3'H-spiro[piperidine-4,2'-pyrrolo[2,1-b][1,3]oxazol]-3'-one C1(CC1)C1=CC(=NO1)C(=O)N1CCC2(C(N3[C@H](O2)CC[C@H]3C3=CC(=CC(=C3)F)F)=O)CC1